tert-Butyl ((1R,3S)-3-(1H-benzo[d]imidazol-1-yl)cyclohexyl)carbamate N1(C=NC2=C1C=CC=C2)[C@@H]2C[C@@H](CCC2)NC(OC(C)(C)C)=O